2-((2-fluoro-4-(trifluoromethyl)phenyl)carbamoyl)-6-(4-(methylamino)phenyl)cyclohexane-1-carboxylic acid FC1=C(C=CC(=C1)C(F)(F)F)NC(=O)C1C(C(CCC1)C1=CC=C(C=C1)NC)C(=O)O